4-(3-chlorophenyl)-1-methyl-2(1H)-quinolinone ClC=1C=C(C=CC1)C1=CC(N(C2=CC=CC=C12)C)=O